C(CCCCCCC\C=C/C\C=C/C\C=C/CC)(=O)OCC(COC(CCCCCCC\C=C/C\C=C/CCCCC)=O)OC(NC1CN(C1)C(C)C)=O 2-(((1-isopropylazetidin-3-yl)carbamoyl)oxy)-3-(((9Z,12Z)-octadeca-9,12-dienoyl)oxy)propyl (9Z,12Z,15Z)-octadeca-9,12,15-trienoate